C(C)(=O)C=1C=C(C(N(C1C)CC)=O)C(=O)O 5-ACETYL-1-ETHYL-6-METHYL-2-OXO-1,2-DIHYDROPYRIDINE-3-CARBOXYLIC ACID